C1=CC=CC=2C=3C=CC=C4C=C5C(=C(C12)C43)C=CC=C5 benzo(a)fluoranthene